Tert-butyl-((3R,5R)-5-fluoro-1-(4-methoxy-3-methylbenzofuran-6-carbonyl) piperidin-3-yl) carbamate C(N)(O[C@H]1C(N(C[C@@H](C1)F)C(=O)C1=CC2=C(C(=CO2)C)C(=C1)OC)C(C)(C)C)=O